FC1(CNCCC1N1CCN(CC1)C1=C(C=C(NC2C(NC(CC2)=O)=O)C=C1)F)F 3-[4-[4-(3,3-difluoro-4-piperidinyl)piperazin-1-yl]-3-fluoro-anilino]piperidine-2,6-dione